C(C)(=O)C1=NC(=C(C=2C3=CC=CC=C3NC12)O)C(=O)OC acetyl-3-carbomethoxy-4-hydroxy-beta-carboline